ClC=1C=C(C=2N(N1)C=CN2)[C@@H]2[C@H](C2)C2=CC(=C(C#N)C=C2)OC(F)(F)F 4-((1S,2S)-2-(6-chloroimidazo[1,2-b]pyridazin-8-yl)cyclopropyl)-2-(trifluoromethoxy)benzonitrile